5-(methylsulfamoyl)thiophene-2-sulfonyl chloride CNS(=O)(=O)C1=CC=C(S1)S(=O)(=O)Cl